1,2,3-cyclopentanetriamine C1(C(C(CC1)N)N)N